N-(4-methyl-4-piperidinyl)carbamic acid tert-butyl ester C(C)(C)(C)OC(NC1(CCNCC1)C)=O